OC1(CC2(CC(C2)N2C=3C4=C(C(=NN4CCC2=O)C2=NNC=C2)N=C(C3)N3[C@@H](COCC3)C)C1)C (R)-6-(6-hydroxy-6-methylspiro[3.3]hept-2-yl)-4-(3-methylmorpholinyl)-2-(1H-pyrazol-3-yl)-8,9-dihydro-1,3,6,9a-tetraazabenzo[cd]azulene-7(6H)-one